Tert-butyl (6-(((3-amino-5-bromo-4-methoxybenzyl)oxy)methyl)-5-fluoropyridin-2-yl)(4-methoxybenzyl)carbamate NC=1C=C(COCC2=C(C=CC(=N2)N(C(OC(C)(C)C)=O)CC2=CC=C(C=C2)OC)F)C=C(C1OC)Br